(R)-2-(((benzyloxy)carbonyl)amino)-3-methylbutyric acid C(C1=CC=CC=C1)OC(=O)N[C@@H](C(=O)O)C(C)C